5,14,15-trihydroxyicosa-6,8,10,12-tetraenoic acid OC(CCCC(=O)O)C=CC=CC=CC=CC(C(CCCCC)O)O